(R)-6-bromo-N-(1-(3-(difluoromethyl)-2-fluorophenyl)ethyl)-7-methoxy-2-Methylpyrido[2,3-d]pyrimidin-4-amine BrC1=CC2=C(N=C(N=C2N[C@H](C)C2=C(C(=CC=C2)C(F)F)F)C)N=C1OC